((3-(4-(2-(isobutylsulfonyl)phenoxy)-3-(trifluoromethyl)phenyl)-1,2,4-oxadiazol-5-yl)methyl)-1-(2-morpholinoethyl)-1,3,8-triazaspiro[4.5]decane-2,4-dione C(C(C)C)S(=O)(=O)C1=C(OC2=C(C=C(C=C2)C2=NOC(=N2)CN2C(N(C3(C2=O)CCNCC3)CCN3CCOCC3)=O)C(F)(F)F)C=CC=C1